2-(2-(2-chloro-5-methyl-pyrimidin-4-yl)-4-oxo-6,7-dihydrothieno[3,2-c]pyridin-5(4H)-yl)propionic acid tert-butyl ester C(C)(C)(C)OC(C(C)N1C(C2=C(CC1)SC(=C2)C2=NC(=NC=C2C)Cl)=O)=O